3-{[2-(prop-2-ynyloxy)ethyl]oxy}propanoic acid C(C#C)OCCOCCC(=O)O